N-[2-(5-methoxyindol-3-yl)ethyl]acetamide COC=1C=C2C(=CNC2=CC1)CCNC(C)=O